O=C1NC(CCC1N1C(C2=C(C=C(C=C2C1)CN1CCC(CC1)C=1SC2=C(N1)C=C(C(=C2)NC(C2=NC(=CC=C2)C(F)(F)F)=O)C(C)(C)O)F)=O)=O N-(2-(1-((2-(2,6-dioxopiperidin-3-yl)-7-fluoro-1-oxoisoindolin-5-yl)methyl)piperidin-4-yl)-5-(2-hydroxypropan-2-yl)benzo[d]thiazol-6-yl)-6-(trifluoromethyl)picolinamide